C(C=C)(=O)OC(CCCCCCCCCC)(C(=O)O)C(=O)O acryloyl-oxy-1,1-undecanedicarboxylic acid